C(OCC1=CC=C(C=C1)NC([C@H](C(C)C)NC(=O)[C@H]1N(CCC1)C([C@@H](C)NC(=O)OCC1C2=CC=CC=C2C=2C=CC=CC12)=O)=O)(OC1=CC=C(C=C1)[N+](=O)[O-])=O [4-[[(2S)-2-[[(2S)-1-[(2R)-2-(9H-fluoren-9-ylmethoxycarbonylamino) propanoyl]pyrrolidine-2-carbonyl]amino]-3-methyl-butanoyl]amino]phenyl]methyl (4-nitrophenyl) carbonate